tert-Butyl (S)-2-((3-butyl-3-ethyl-5-(4-fluorophenyl)-7-(methylthio)-1,1-dioxido-2,3,4,5-tetrahydro-1,5-benzothiazepin-8-yl)oxy)acetate C(CCC)[C@@]1(CS(C2=C(N(C1)C1=CC=C(C=C1)F)C=C(C(=C2)OCC(=O)OC(C)(C)C)SC)(=O)=O)CC